4-thiomorpholinecarboxylic acid, 1,1-dimethylethyl ester N1(CCSCC1)C(=O)OC(C)(C)C